ClC=1C(=NC=CC1)C(C)(C)NC1=NC=C(C=N1)C=1N=C(SC1)C(=O)N 4-(2-{[1-(3-chloro(2-pyridyl))-isopropyl]amino}pyrimidin-5-yl)-1,3-thiazole-2-carboxamide